(S)-(1-(4-ethylphenyl)ethyl)diphenylphosphin oxide C(C)C1=CC=C(C=C1)[C@H](C)P(C1=CC=CC=C1)(C1=CC=CC=C1)=O